C12(CC3CC(CC(C1)C3)C2)CC(=O)N2CCN(CC2)C2=CC(=C(C=C2)NC=2N=CC3=C(N2)N(C(C=C3C)=O)C=3C=CC(=C(C(=O)NC2CC2)C3)F)OC 5-(2-((4-(4-(2-((3R,5R,7R)-adamantan-1-yl)acetyl)piperazin-1-yl)-2-methoxyphenyl)amino)-5-methyl-7-oxopyrido[2,3-d]pyrimidin-8(7H)-yl)-N-cyclopropyl-2-fluorobenzamide